N-(4-(4-aminobicyclo[2.2.2]octan-1-yl)phenyl)-5-fluoroisoindoline-2-carboxamide NC12CCC(CC1)(CC2)C2=CC=C(C=C2)NC(=O)N2CC1=CC=C(C=C1C2)F